C(C)(C)N1N=CC(=C1)C=1C=C(C=C(C1)C=1C=NN(C1)C)[C@@H](C)NC(C1=C(C=CC(=C1)OCCN1CCCC1)C)=O (R)-N-(1-(3-(1-isopropyl-1H-pyrazol-4-yl)-5-(1-methyl-1H-pyrazol-4-yl)phenyl)ethyl)-2-methyl-5-(2-(pyrrolidin-1-yl)ethoxy)benzamide